5-amino-2-bromo-N-methoxy-N,4-dimethylbenzamide NC=1C(=CC(=C(C(=O)N(C)OC)C1)Br)C